ethoxy-1-propylamine C(C)ONCCC